C(C=CC1=CC=CC=C1)(=O)NCCCCNC(C1=CC(=CC=C1)O)=O N-(4-cinnamamidobutyl)-3-hydroxybenzamide